(S)-2-(6-(Ethylamino)-4-(2-(4-methyl-4H-1,2,4-triazol-3-yl)phenyl)pyridin-2-yl)-6-((2-methylmorpholino)methyl)-4-(trifluoromethyl)isoindolin-1-one C(C)NC1=CC(=CC(=N1)N1C(C2=CC(=CC(=C2C1)C(F)(F)F)CN1C[C@@H](OCC1)C)=O)C1=C(C=CC=C1)C1=NN=CN1C